ClCC1=NC2=C(N1C)C=C(C=C2OC(F)F)C(=O)OC methyl 2-(chloromethyl)-4-(difluoromethoxy)-1-methyl-1H-benzo[d]imidazole-6-carboxylate